C1(CC1)C(=O)NC1=NC=C(C(=O)NC([2H])([2H])[2H])C(=C1)NC1=CC=CC=2C3=C(CN(C12)C)C=NN3COCC[Si](C)(C)C 6-(cyclopropanecarboxamido)-N-(methyl-d3)-4-((5-methyl-((2-(trimethylsilyl)ethoxy)methyl)-4,5-dihydro-1H-pyrazolo[4,3-c]quinolin-6-yl)amino)nicotinamide